CCCCCCCC/C=C\CCCCCCCCCC(=O)OC[C@H](COP(=O)([O-])OCC[N+](C)(C)C)OC(=O)CCCCCCC/C=C\CCCCCCCC 1-(11Z-eicosenoyl)-2-(9Z-octadecenoyl)-glycero-3-phosphocholine